O=C1NC(CCC1N1C(C2=CC=CC(=C2C1)C#CCCCCCN1CCN(CC1)C1=CC=C(C(=O)N2CCC(CC2)CCCCNC(\C=C\C2=CNC=C2)=O)C=C1)=O)=O (E)-N-(4-(1-(4-(4-(7-(2-(2,6-dioxopiperidin-3-yl)-1-oxoisoindolin-4-yl)hept-6-yn-1-yl)piperazin-1-yl)benzoyl)piperidin-4-yl)butyl)-3-(1H-pyrrol-3-yl)acrylamide